rac-trans-(4,6-Difluoro-7-methyl-1H-benzo[d]imidazol-2-yl)(7-methoxy-4-methyl-6,7-dihydrothiazolo[5,4-c]pyridin-5(4H)-yl)methanone FC1=CC(=C(C=2NC(=NC21)C(=O)N2[C@H](C1=C([C@@H](C2)OC)N=CS1)C)C)F |r|